(6-cyano-4-methoxy-7-phenyl-thiazolo[4,5-c]pyridin-2-yl)-amid C(#N)C1=C(C2=C(C(=N1)OC)N=C(S2)[NH-])C2=CC=CC=C2